tert-butyl (5S)-5-(6-bromo-4-oxo-3,4-dihydrothieno[3,2-d]pyrimidin-2-yl)-2,2-dimethylpyrrolidine-1-carboxylate BrC1=CC=2N=C(NC(C2S1)=O)[C@@H]1CCC(N1C(=O)OC(C)(C)C)(C)C